ClC1=C(C=CC(=C1)Cl)C[C@@H](C[C@@H]([C@H](C(C)(C)C)O)N1N=CNC1=S)C 2-[(2S,4S,5S)-1-(2,4-dichlorophenyl)-5-hydroxy-2,6,6-trimethylhept-4-yl]-2,4-dihydro-3H-1,2,4-triazole-3-thione